2-(2,6-dioxopiperidin-3-yl)-5-((3-(trans-3-(4-(7-(piperazin-1-yl)quinoxalin-2-yl)-1H-pyrazol-1-yl)cyclobutyl)propyl)amino)isoindoline-1,3-dione O=C1NC(CCC1N1C(C2=CC=C(C=C2C1=O)NCCC[C@@H]1C[C@H](C1)N1N=CC(=C1)C1=NC2=CC(=CC=C2N=C1)N1CCNCC1)=O)=O